methoxymethyl 3-bromo-4-hydroxy-2-(methoxymethoxy)-5,6-dimethylbenzoate BrC=1C(=C(C(=O)OCOC)C(=C(C1O)C)C)OCOC